CN(C1=C(C=CC(=C1)C=1NC(C2=C(N1)N(N=N2)CC2=CC=C(C=C2)OC)=O)C2=CC=C(C=C2)C(=O)OC)C methyl 2'-(dimethylamino)-4'-(3-(4-methoxybenzyl)-7-oxo-6,7-dihydro-3H-[1,2,3]triazolo[4,5-d]pyrimidin-5-yl)-[1,1'-biphenyl]-4-carboxylate